C(C)(=O)OC1O[C@H]([C@H]([C@H]([C@@H]1OC(C)=O)OC(C)=O)OC(C)=O)C=C=C (3S,4R,5R,6S)-6-(propa-1,2-dienyl)-tetrahydro-2H-pyran-2,3,4,5-tetrayl Tetraacetate